(R)-3-methyl-1-(6-(N-(5-methyl-6-(o-tolyl)pyridin-2-yl)sulfamoyl)pyridin-2-yl)piperidine-3-carboxylic acid C[C@@]1(CN(CCC1)C1=NC(=CC=C1)S(NC1=NC(=C(C=C1)C)C1=C(C=CC=C1)C)(=O)=O)C(=O)O